C(C)(C)(C)OC(=O)N[C@@H](CC1=CC=CC=C1)C(=O)OCCCCCCC heptyl (tert-butoxycarbonyl)-L-phenylalaninate